4-(2-{5-[(1R,4R,7R)-7-amino-2-azabicyclo[2.2.1]heptane-2-carbonyl]-1-methyl-1H-1,3-benzodiazol-2-yl}-1-(cyclopropylmethyl)-1H-pyrrolo[2,3-b]pyridin-6-yl)-2,6-difluorophenol N[C@H]1[C@@H]2N(C[C@H]1CC2)C(=O)C2=CC1=C(N(C(=N1)C1=CC=3C(=NC(=CC3)C3=CC(=C(C(=C3)F)O)F)N1CC1CC1)C)C=C2